4-(2-(1-(quinolin-6-yl)-1h-indol-4-yl)ethyl)morpholine hydrochloride Cl.N1=CC=CC2=CC(=CC=C12)N1C=CC2=C(C=CC=C12)CCN1CCOCC1